3-{4-amino-3-[(4-fluorophenyl)methoxy]phenyl}-7-[1-(oxan-4-yl)-1H-pyrazol-4-yl]furo[3,2-c]pyridin-4-amine NC1=C(C=C(C=C1)C1=COC2=C1C(=NC=C2C=2C=NN(C2)C2CCOCC2)N)OCC2=CC=C(C=C2)F